6-nitro-4-(4-(trifluoromethyl)phenyl)benzo[d]thiazole [N+](=O)([O-])C1=CC2=C(N=CS2)C(=C1)C1=CC=C(C=C1)C(F)(F)F